OCCCNC([C@H](O)C(C)(C)CO)=O panthenol